COC1=CC=CC=2N(C(=NC21)C=2C=C(C=CC2)C)CCCC2=CC=CC=C2 methoxy-1-(3-phenylpropyl)-2-(m-tolyl)-1H-benzo[d]Imidazole